2-hydrazineyl-N-methyl-N-phenylquinazolin-4-amine N(N)C1=NC2=CC=CC=C2C(=N1)N(C1=CC=CC=C1)C